BrC1=CC2=C(N=C([C@@H](N=C2C2=NC=CC=C2)CCC(=O)OCC2=CC=CC=C2)NCC(C)O)C=C1 Benzyl 3-((3S)-7-bromo-2-((2-hydroxypropyl)amino)-5-(pyridin-2-yl)-3H-benzo[e][1,4]diazepin-3-yl)propanoate